5-methyl-1,2,4-triazol CC1=NC=NN1